(R)-6-chloro-3-((1-(2-(2,4-dimethyloxazol-5-yl)-3,6-dimethyl-4-oxo-3,4-dihydroquinazolin-8-yl)ethyl)amino)picolinic acid ClC1=CC=C(C(=N1)C(=O)O)N[C@H](C)C=1C=C(C=C2C(N(C(=NC12)C1=C(N=C(O1)C)C)C)=O)C